S(=O)(=O)=C1C(C=CC(C1)=S(=O)=O)C(=[NH+][O-])C(C)(C)C 2,4-disulfonyl-phenyl-tertbutyl-nitrone